OC(CO)C=C 1-(1,2-dihydroxyethyl)ethylene